(R)-6-chloro-3-((1-(2-(5-fluoroisoindolin-2-yl)-3,6-dimethyl-4-oxo-3,4-dihydroquinazolin-8-yl)ethyl)amino)-N-(N-methylsulfamoyl)picolinamide ClC1=CC=C(C(=N1)C(=O)NS(NC)(=O)=O)N[C@H](C)C=1C=C(C=C2C(N(C(=NC12)N1CC2=CC=C(C=C2C1)F)C)=O)C